C(C)(C)(C)C=1C=CC=2C(NS(C=3C=CC=C(NC(CCC4CC(N(C2N1)C4)(C)C)C4=NC=CC(=C4)C#N)N3)(=O)=O)=O 2-{8-tert-butyl-12,12-dimethyl-2,2,4-trioxo-2λ6-thia-3,9,11,18,23-pentaazatetracyclo[17.3.1.111,14.05,10]tetracosa-1(23),5(10),6,8,19,21-hexaen-17-yl}pyridine-4-carbonitrile